3-Phenoxyquinoline O(C1=CC=CC=C1)C=1C=NC2=CC=CC=C2C1